(R)-5-(2-(5-fluoro-2-methoxypyridin-3-yl)pyrrolidin-1-yl)-3-(1H-imidazol-2-yl)pyrazolo[1,5-a]pyrimidine FC=1C=C(C(=NC1)OC)[C@@H]1N(CCC1)C1=NC=2N(C=C1)N=CC2C=2NC=CN2